ClC1=C(C=NC2=CC=C(C=C12)Cl)S(=O)(=O)NC=1N=NNN1 4,6-dichloro-N-(2H-tetrazol-5-yl)quinoline-3-sulfonamide